6-(2-((3aS,5S,6aR)-5-(2-fluorophenoxy)-3a-hydroxyhexahydrocyclopenta[c]pyrrol-2(1H)-yl)acetyl)-3,4-dihydroquinolin-2(1H)-one FC1=C(O[C@@H]2C[C@@]3([C@@H](CN(C3)CC(=O)C=3C=C4CCC(NC4=CC3)=O)C2)O)C=CC=C1